FC1=CC=C(C=C1)[C@@H]1N(CCC2=CC=CC=C12)C(=O)[C@@H]1C[C@@H]([C@H](CO1)NC(OC(C)(C)C)=O)C tert-butyl ((3R,4S,6S)-6-((S)-1-(4-fluorophenyl)-1,2,3,4-tetrahydroisoquinoline-2-carbonyl)-4-methyltetrahydro-2H-pyran-3-yl)carbamate